2-(4-fluorobenzyloxy)-naphthaldehyde FC1=CC=C(COC2=C(C3=CC=CC=C3C=C2)C=O)C=C1